C(C1=CC=CC=C1)[C@H]1N(CCN(C1)S(=O)(=O)C)C1=NC=C2C(=N1)N(N=C2C=2C(=C(C(=C(C2)F)F)O)F)C (R)-3-(6-(2-Benzyl-4-(methylsulfonyl)piperazin-1-yl)-1-methyl-1H-pyrazolo[3,4-d]pyrimidin-3-yl)-2,5,6-trifluorophenol